4-dodecylbenzenesulphonic acid C(CCCCCCCCCCC)C1=CC=C(C=C1)S(=O)(=O)O